3-(3-(4-(Chloromethyl)phenyl)-5-(6-methoxypyridin-3-yl)-3H-imidazo[4,5-b]pyridin-2-yl)pyridin-2-amine ClCC1=CC=C(C=C1)N1C(=NC=2C1=NC(=CC2)C=2C=NC(=CC2)OC)C=2C(=NC=CC2)N